CC1(CCC=2C(=NNC2C1)C=1NC2=CC(=CC=C2C1)C(=O)N1CCN(CC1)CC1CCN(CC1)C(=O)C=1C=CC(=C(C1)N1C(NC(CC1)=O)=O)F)C 1-(5-(4-((4-(2-(6,6-dimethyl-4,5,6,7-tetrahydro-1H-indazol-3-yl)-1H-indole-6-carbonyl)piperazin-1-yl)methyl)piperidine-1-carbonyl)-2-fluorophenyl)dihydropyrimidine-2,4(1H,3H)-dione